NC=1C(=C(C(=CC1)N1N=C(C=2C1=NC=CC2)C(F)(F)F)C=O)OC 3-amino-6-(trifluoromethyl-1H-pyrazolo[3,4-b]pyridin-1-yl)(2-methoxyphenyl)methanone